methyl 3-(9-((4-(((tert-butoxycarbonyl)amino)methyl)-2,6-dimethylphenyl)carbamoyl)-4,5-dihydrobenzo[b]thieno[2,3-d]oxepin-8-yl)-6-((1-methylcyclohexyl)carbamoyl)picolinate C(C)(C)(C)OC(=O)NCC1=CC(=C(C(=C1)C)NC(=O)C1=CC2=C(OCCC3=C2SC=C3)C=C1C=1C(=NC(=CC1)C(NC1(CCCCC1)C)=O)C(=O)OC)C